chloro(dimethyl)t-hexylsilane 4-[(1-butyl-2,5-dioxopyrrolidin-3-yl)methyl]benzene-1,3-diyl-diacetate C(CCC)N1C(C(CC1=O)CC1=C(C=C(C=C1)CC(=O)O)CC(=O)O)=O.Cl[Si](C(C)(C)CCC)(C)C